The molecule is an O-acylcarnitine having isobutyryl as the acyl substituent. It has a role as a human metabolite. It derives from an isobutyric acid. CC(C)C(=O)OC(CC(=O)[O-])C[N+](C)(C)C